C(C)(C)(C)OC(=O)N1CC(C1)C1=CC(=C(CN2CCC(CC2)C(=O)OC)C(=C1)C)C methyl 1-(4-(1-(tert-butoxycarbonyl) azetidin-3-yl)-2,6-dimethylbenzyl)-piperidine-4-carboxylate